C(#N)C=1C=C(C=NC1OC(F)F)NC(=O)[C@@H]1C[C@](C2=C1C=NC=1N2N=C(C1)F)(C)C=1C=NN(C1)C(F)F (6R,8R)-N-(5-cyano-6-(difluoromethoxy)pyridin-3-yl)-8-(1-(difluoromethyl)-1H-pyrazol-4-yl)-2-fluoro-8-methyl-7,8-dihydro-6H-cyclopenta[e]pyrazolo[1,5-a]pyrimidine-6-carboxamide